S1C=CC=2C=NC(=CC21)C2=NC1=CC=CC=C1C(N2)=O 2-(thieno[3,2-c]pyridin-6-yl)quinazolin-4(3H)-one